O=C1C=CC(=CN1)NC(=O)NC1=C(C=CC=2N1C=NC2)C2=CC=CC=C2 1-(6-oxo-1,6-dihydropyridin-3-yl)-3-(6-phenylimidazo[1,5-a]pyridin-5-yl)urea